ClC1=C(C=CC=C1Cl)SC=1C=CC=2C(=NC=C(N2)N2CCC3([C@@H]([C@@H](OC3)C)N)CC2)N1 (3s,4s)-8-(6-((2,3-dichlorophenyl)thio)pyrido[2,3-b]pyrazin-2-yl)-3-methyl-2-oxa-8-azaspiro[4.5]decan-4-amine